O1CC(CC1)CC(=O)[O-] tetrahydrofuran-3-ylacetate